C(C)(C)(C)OC(=O)C(CCCCNC(CNC(C)=O)=O)NC(NC(CCC(=O)OC(C)(C)C)C(=O)OC(C)(C)C)=O 2,5,13-trioxo-3,6,12,14-tetraazaheptadecane-11,15,17-tricarboxylic acid tri-tert-butyl ester